6-chloro-N-(4-(5-chlorobenzo[d]oxazol-2-ylcarbamoyl)piperidin-1-yl)quinoline-2-carboxamide ClC=1C=C2C=CC(=NC2=CC1)C(=O)NN1CCC(CC1)C(NC=1OC2=C(N1)C=C(C=C2)Cl)=O